C(C)C=1C=NC(=NC1)N1CCC(CC1)CCCOC1=CC(=C(C=C1)CC(=O)NCCC[N+](C)(C)C)F 3-[[2-[4-[3-[1-(5-ethylpyrimidin-2-yl)-4-piperidyl]propoxy]-2-fluoro-phenyl]acetyl]amino]propyl-trimethyl-ammonium